CN([C@@H]1C([C@@H](C1)OC1=C(C=C(C=N1)NC1=NC=CC(=N1)NC=1C=NC2=CC(=C(C=C2C1)F)F)OC)(C)C)C 2-{6-[(1R,3S)-3-(dimethylamino)-2,2-dimethylcyclobutoxy]-5-methoxy-3-pyridylamino}-4-(6,7-difluoro-3-quinolylamino)pyrimidine